(R)-(+)-2-methyl-propane-2-sulfinic acid amide CC(C)(C)[S@@](=O)N